C(#N)C1=C(C=CC=C1C)SC=1C=2N(C=C(C1)C=1C=NN(C1C)C1CCN(CC1)C)N=CC2C#N 4-((2-cyano-3-methylphenyl)thio)-6-(5-methyl-1-(1-methylpiperidin-4-yl)-1H-pyrazol-4-yl)pyrazolo[1,5-a]pyridine-3-carbonitrile